C1=C(C=CC2=CC=CC=C12)C=1N=C2OC=CN2C1NC(=O)C1CC2=CC=CC=C2C1 N-(6-(naphthalen-2-yl)imidazo[2,1-b]oxazol-5-yl)-2,3-dihydro-1H-indene-2-carboxamide